ClC=1C=C(C=NC1OC)CN1N=C2N(CCCC2)C1=O (5S)-2-[(5-Chloro-6-methoxypyridin-3-yl)methyl]-3-oxo-2,3,5,6,7,8-hexahydro[1,2,4]triazolo[4,3-a]pyridin